tert-butyl 4-(2-((2-(2,6-dioxopiperidin-3-yl)-1,3-dioxoisoindolin-5-yl)amino)ethyl)piperazine-1-carboxylate O=C1NC(CCC1N1C(C2=CC=C(C=C2C1=O)NCCN1CCN(CC1)C(=O)OC(C)(C)C)=O)=O